cis-calcium hexahydrophthalate C(C1C(C(=O)[O-])CCCC1)(=O)[O-].[Ca+2]